N-(6-fluoropyridin-3-yl)-1,2,4-trimethyl-5-(2-((4-methyltetrahydro-2H-pyran-4-yl)amino)-2-oxoacetyl)-1H-pyrrole-3-carboxamide FC1=CC=C(C=N1)NC(=O)C1=C(N(C(=C1C)C(C(=O)NC1(CCOCC1)C)=O)C)C